C1(CCCCC1)OC(CCCC(=O)OC1CCCCC1)=O.C(CCCC(=O)OCC(CCCC)CC)(=O)OCC(CCCC)CC bis(2-ethylhexyl) glutarate dicyclohexyl-glutarate